ClC=1C(=C(C(=O)O)C=CC1)NC1=C(C=C(C=C1)F)C 3-chloro-2-((4-fluoro-2-methyl-phenyl)amino)-benzoic acid